Methyl 5-chloro-2-(3,4-difluoro-2-methyl-phenoxy)-6-(trifluoromethyl)pyridine-3-carboxylate ClC=1C=C(C(=NC1C(F)(F)F)OC1=C(C(=C(C=C1)F)F)C)C(=O)OC